FC1C(C1)C(=O)NC=1SC2=C(N1)C=C(C(=C2)C=2C=NC=CC2C)C 2-fluoro-N-(5-methyl-6-(4-methylpyridin-3-yl)benzo[d]thiazol-2-yl)cyclopropane-1-carboxamide